[4-carboxymethyl-6-(carboxymethyl-methyl-amino)-6-methyl-[1,4]diazepan-1-yl]-acetic acid C(=O)(O)CN1CCN(CC(C1)(C)N(C)CC(=O)O)CC(=O)O